ClC1=NC(=C2C(=N1)N(N=C2)[C@H]2[C@@H]([C@@H]([C@H](O2)COC(C)P(O)(O)=O)O)O)NC2CCCC2 (1-(((2R,3S,4R,5R)-5-(6-chloro-4-(cyclopentylamino)-1H-pyrazolo[3,4-d]pyrimidin-1-yl)-3,4-dihydroxytetrahydrofuran-2-yl)methoxy)ethyl)phosphonic acid